2,6-bis(2-octylthiophen-5-yl)-4,8-bis(ethynyl)benzo[1,2-b:4,5-b']dithiophene C(CCCCCCC)C=1SC(=CC1)C1=CC=2C(S1)=C(C1=C(SC(=C1)C1=CC=C(S1)CCCCCCCC)C2C#C)C#C